(Z,Z)-9,12-tetradecadienol C(CCCCCCC\C=C/C\C=C/C)O